COC([C@H]1N(CCC1)CC1=CC=CC=C1)=O benzylproline methyl ester